((2R,3S,5R)-5-(6-amino-2-fluoro-9H-purin-9-yl)-2-ethynyl-3-hydroxytetrahydrofuran-2-yl)methyl benzoate C(C1=CC=CC=C1)(=O)OC[C@]1(O[C@H](C[C@@H]1O)N1C2=NC(=NC(=C2N=C1)N)F)C#C